tert-butyl 2-(4-(6-((4-(1-acetyl-1,2,3,6-tetrahydropyridin-4-yl)-2-fluorobenzyl)oxy)pyridin-2-yl)-2,5-difluorobenzyl)-1-(2-methoxyethyl)-1H-benzo[d]imidazole-6-carboxylate C(C)(=O)N1CCC(=CC1)C1=CC(=C(COC2=CC=CC(=N2)C2=CC(=C(CC3=NC4=C(N3CCOC)C=C(C=C4)C(=O)OC(C)(C)C)C=C2F)F)C=C1)F